ClC=1C=C2C=CC(=CC2=CC1)C(=O)N[C@@H]1CCO[C@]12O[C@@H]([C@@H]([C@@H]([C@H]2O)N2N=NC(=C2)C2=CC(=C(C(=C2)F)F)F)O)CO 6-chloro-N-((4R,5S,7R,8R,9S,10R)-8,10-dihydroxy-7-(hydroxymethyl)-9-(4-(3,4,5-trifluorophenyl)-1H-1,2,3-triazol-1-yl)-1,6-dioxaspiro[4.5]decan-4-yl)-2-naphthamide